(2S,4R)-4-fluoro-N-[(S)-phenyl[4-(propan-2-yl)phenyl]methyl]-1-[2-(1H-1,2,3,4-tetrazol-1-yl)propanoyl]pyrrolidine-2-carboxamide F[C@@H]1C[C@H](N(C1)C(C(C)N1N=NN=C1)=O)C(=O)N[C@H](C1=CC=C(C=C1)C(C)C)C1=CC=CC=C1